(2S,4R)-4-[tert-butyl-(dimethyl)silyl]oxypyrrolidine-1,2-dicarboxylic acid O1-tert-butyl O2-methyl ester COC(=O)[C@H]1N(C[C@@H](C1)O[Si](C)(C)C(C)(C)C)C(=O)OC(C)(C)C